5-(aziridin-1-yl)-4-hydroxyl-amino-2-nitro-benzamide N1(CC1)C=1C(=C(C(=C(C(=O)N)C1)[N+](=O)[O-])N)O